FC(OC1=NC=CC(=C1)C1(OCC1)CNC(=O)C1CC12CCCCC2)F N-[[2-[2-(difluoromethoxy)-4-pyridyl]oxetan-2-yl]methyl]spiro[2.5]octane-2-carboxamide